8H-indeno[1,2-d]Thiazole S1C=NC2=C1CC=1C=CC=CC12